FC1=C(C(=CC(=C1)NC1CN(C1)CCCF)F)[C@H]1N([C@@H](CC2=C1NC1=CC=C(C=C21)I)C)CC(CO)(F)F 3-((1R,3R)-1-(2,6-difluoro-4-((1-(3-fluoropropyl)azetidin-3-yl)amino)phenyl)-6-iodo-3-methyl-1,3,4,9-tetrahydro-2H-pyrido[3,4-b]indol-2-yl)-2,2-difluoropropan-1-ol